CC(C)(OC(CC(CCC(CC(OC(C)(C)C)=O)([N+](=O)[O-])CC=1C=C(C=CC1O)CCC(=O)O)([N+](=O)[O-])CC=1C=C(C=CC1O)CCC(=O)O)=O)C (((2,2,13,13-tetramethyl-4,11-dioxo-3,12-dioxa-6,9-dinitrotetradecane-6,9-diyl)di(methylene))bis(4-hydroxy-3,1-phenylene))dipropionic acid